1,2-dioleyloxy-2,3-dioleyloxy-propan C(CCCCCCC\C=C/CCCCCCCC)OCC(COCCCCCCCC\C=C/CCCCCCCC)(OCCCCCCCC\C=C/CCCCCCCC)OCCCCCCCC\C=C/CCCCCCCC